FC1=C(C=CC=C1)C1CCN(CC1)CC1=C(C2=C(C=CC(=NO2)O)C=C1)O 8-((4-(2-fluorophenyl)piperidin-1-yl)methyl)-3,9-dihydroxybenzo[5,6]oxazepin